tert-butyl (6R)-6-(azidomethyl)-5-azaspiro[2.4]heptane-5-carboxylate N(=[N+]=[N-])C[C@@H]1N(CC2(CC2)C1)C(=O)OC(C)(C)C